Cl.ONC(=O)C1(CCN(CC1)CC1=NC=CC=C1)S(=O)(=O)C1=CC=C(C=C1)OC1=CC=C(C=C1)C(F)(F)F N-hydroxy-1-(2-pyridinylmethyl)-4-[[4-[4-(trifluoromethyl)phenoxy]phenyl]sulfonyl]-4-piperidinecarboxamide monohydrochloride